BrC1=NN2C(C=CC(=C2)C2=C(C=CC=C2)F)=C1 bromo-6-(2-fluorophenyl)pyrazolo[1,5-a]pyridine